COC(C1=CC(=C(C=C1)C=C(Br)Br)S)=O 4-(2,2-dibromovinyl)-3-sulfanyl-benzoic acid methyl ester